[NH4+].[C+4] carbon ammonium salt